4-(2,6-difluorophenyl)-6-methyl-5-phenyl-pyridazine FC1=C(C(=CC=C1)F)C1=CN=NC(=C1C1=CC=CC=C1)C